N-(4-bromo-6-chloropyridazin-3-yl)-6-ethoxypyridinecarboxamide BrC1=C(N=NC(=C1)Cl)NC(=O)C1=NC(=CC=C1)OCC